CN1C(C=CC2=CC(=CC=C12)C(=O)NC1=CC2=C(C=N1)C=C(N2COCC[Si](C)(C)C)[C@@H]2N(CCCC2)C)=O 1-methyl-N-{2-[(2R)-1-methylpiperidin-2-yl]-1-{[2-(trimethylsilyl)ethoxy]methyl}pyrrolo[3,2-c]pyridin-6-yl}-2-oxoquinoline-6-carboxamide